ClC1=CC=C(C=C1)[C@H](N)C1CC1 (R)-(4-chlorophenyl)(cyclopropyl)methanamine